[5-[2-[4-cyclopropyl-2,6-difluorophenyl]-2H-1,2,3-triazol-4-yl]-2-methylbenzyl]carbamate C1(CC1)C1=CC(=C(C(=C1)F)N1N=CC(=N1)C=1C=CC(=C(CNC([O-])=O)C1)C)F